6-bromo-5-((3,3-difluoro-1-methylpiperidin-4-yl)oxy)quinazolin-4-amine BrC=1C(=C2C(=NC=NC2=CC1)N)OC1C(CN(CC1)C)(F)F